NC1=C(C(=NN1C(C(F)(F)F)C1CCCCC1)C1=CC=C(C=C1)CNC(C1=C(C=CC(=C1)F)OC)=O)C(=O)N 5-amino-1-(1-cyclohexyl-2,2,2-trifluoro-ethyl)-3-[4-[[(5-fluoro-2-methoxy-benzoyl)amino]methyl]phenyl]pyrazole-4-carboxamide